C(C)NS(=O)(=O)C1=CC=C2C=C(C(=CC2=C1)C(=O)OC)OC Methyl 7-(N-ethylsulfamoyl)-3-methoxy-2-naphthoate